CC(CCOC(=O)C12CC(C1)(C2)C(=O)O)CCC=C(C)C 3-(3,7-dimethyl-6-octenoxycarbonyl)bicyclo[1.1.1]pentane-1-carboxylic acid